CNC1CCC(CC1)N N-Methyl-1,4-cyclohexandiamin